C(C)(C)(C)OC(=O)N[C@]12CN([C@@H](CC[C@@H]2C1)C)C(=O)OCC1=CC=CC=C1 benzyl (1R,4R,7R)-1-((tert-butoxycarbonyl) amino)-4-methyl-3-azabicyclo[5.1.0]octane-3-carboxylate